BrC1=CC2=C(C(=NOC2=O)C2CC2)C=C1 7-bromo-4-cyclopropyl-1H-benzo[d][1,2]oxazin-1-one